lauryl hydroxystearate OC(C(=O)OCCCCCCCCCCCC)CCCCCCCCCCCCCCCC